ClC1=CC=C(OC2=C(C=C(CCNCCCN)C=C2)F)C=C1 N1-(4-(4-chlorophenoxy)-3-fluorophenethyl)propane-1,3-diamine